COC(CC)=O propionic acid methyl ester